2-[3,5-bis(trifluoro-methyl)phenyl]-N,2-dimethyl-N-[4-(2-methyl-phenyl)-6-(4-methyl-piperazin-1-yl)pyridin-3-yl]-propanamide FC(C=1C=C(C=C(C1)C(F)(F)F)C(C(=O)N(C=1C=NC(=CC1C1=C(C=CC=C1)C)N1CCN(CC1)C)C)(C)C)(F)F